CC1(CN(C[C@H]1C1=CC=CC=C1)C(=O)C1=CN=CC(N1)=O)C (S)-6-(3,3-dimethyl-4-phenylpyrrolidine-1-carbonyl)pyrazin-2(1H)-one